N-(6-(2,6-dioxopiperidin-3-yl)pyridin-3-yl)acetamide hydrochloride Cl.O=C1NC(CCC1C1=CC=C(C=N1)NC(C)=O)=O